2-((4-fluoro-2-methylphenyl)amino)-5-methoxy-4-(trifluoromethyl)-benzoic acid FC1=CC(=C(C=C1)NC1=C(C(=O)O)C=C(C(=C1)C(F)(F)F)OC)C